CC1(OB(OC1(C)C)C1=CCC2(CC2)CC1)C 4,4,5,5-tetramethyl-2-{spiro[2.5]oct-5-en-6-yl}-1,3,2-dioxaborolane